FC(OC1=NC=CC(=C1)CNC(=O)NCC1(CC1)C(F)(F)F)F 1-[[2-(difluoromethoxy)pyridin-4-yl]methyl]-3-[[1-(trifluoromethyl)cyclopropyl]methyl]urea